(E)-N-(4-fluorophenyl)-4-(2-methyl-3-oxo-3-(6-oxo-3,6-dihydropyridin-1(2H)-yl)prop-1-en-1-yl)piperidine-1-carboxamide FC1=CC=C(C=C1)NC(=O)N1CCC(CC1)\C=C(\C(N1CCC=CC1=O)=O)/C